Cl.COC=1C=C2CC3(CCNCC3)C(C2=CC1)N 5-methoxyspiro[indane-2,4'-piperidine]-1-amine hydrochloride